Hexane-5-carboxylic acid CCCCC(C)C(=O)O